N-(1-(2-(4-chlorophenoxy)ethyl)-3-fluoropiperidin-4-yl)-2-(3,4-dichlorophenoxy)acetamide ClC1=CC=C(OCCN2CC(C(CC2)NC(COC2=CC(=C(C=C2)Cl)Cl)=O)F)C=C1